(S)-1-((tert-butyldiphenylsilyl)oxy)butan-2-amine [Si](C1=CC=CC=C1)(C1=CC=CC=C1)(C(C)(C)C)OC[C@H](CC)N